BrC=1C=C(C=CC1)S(=O)(=O)C1=CC(=C(N)C=C1)F 4-(3-bromobenzenesulfonyl)-2-fluoroaniline